5-methylsulfonyl-8-nitro-quinoline CS(=O)(=O)C1=C2C=CC=NC2=C(C=C1)[N+](=O)[O-]